FC=1C=C2C=NN(C2=CC1O)C1=CC=C(C=C1)C1=CC(=CC=C1)S(=O)(=O)N 4'-(5-Fluoro-6-hydroxy-1H-indazol-1-yl)-[1,1'-biphenyl]-3-sulfonamide